Diphenyl-phosphinic acid C1(=CC=CC=C1)P(O)(=O)C1=CC=CC=C1